FC=1C(=C(C=CC1)C1=CC=C(C(=C1)F)F)NC(=O)C=1C(=NN(C1)C)C(F)F 3-difluoromethyl-1-methyl-1H-pyrazole-4-carboxylic acid (3,4',5'-trifluoro-biphenyl-2-yl)-amide